(1R,5S,6r)-6-((2-(1-methyl-7-(methylthio)-1H-indazol-3-yl)propan-2-yl)carbamoyl)-3-azabicyclo[3.1.0]hexane-3-carboxylic acid tert-butyl ester C(C)(C)(C)OC(=O)N1C[C@H]2C([C@H]2C1)C(NC(C)(C)C1=NN(C2=C(C=CC=C12)SC)C)=O